C(C)OC(=O)C1OC(CC2(OCCO2)C1)(C)C.CN(C1=CC(=C(C=C1)OC)NC([C@@H](NC(C)=O)C)=O)C1=CC(OC2=CC=CC=C12)=O 4-(N-methyl-N-(3-(N-acetyl-L-alanylamino)-4-methoxyphenyl)-amino)coumarin ethyl-7,7-dimethyl-1,4,8-trioxaspiro[4.5]decane-9-carboxylate